2-((4aR,6R,7R,8R,8aR)-7-methoxy-2,2-dimethyl-8-(4-(3,4,5-trifluorophenyl)-1H-1,2,3-triazol-1-yl)hexahydropyrano[3,2-d][1,3]dioxin-6-yl)acetaldehyde oxime CO[C@@H]1[C@H]([C@H]2OC(OC[C@H]2O[C@@H]1CC=NO)(C)C)N1N=NC(=C1)C1=CC(=C(C(=C1)F)F)F